(1-(4-methyl-1H-pyrazol-1-yl)cyclopropyl)methanol CC=1C=NN(C1)C1(CC1)CO